OC[C@H](C)C(C(=O)N)=CCCCCCCCCCCCCCCC (1R)-2-hydroxy-1-methylethyl-9Z-octadecenamide